pyridinium dihydrogen phosphate salt P(=O)(O)(O)[O-].[NH+]1=CC=CC=C1